BrC1=CC=C(C=C1)N(C(C1=C(C=CC=C1)C)=O)C N-(4-bromophenyl)-N,2-dimethylbenzamide